Azetidin-1-yl-(4-ethynyl-bicyclo[2.2.2]oct-1-yl)methanone N1(CCC1)C(=O)C12CCC(CC1)(CC2)C#C